N1=NN(C=C1)C(=O)[O-] 3-triazolate